FC=1N=NN(C1C(=O)N(C)OC)[C@H](C)C1=CC=CC=C1 (R)-4-fluoro-N-methoxy-N-methyl-1-(1-phenylethyl)-1H-1,2,3-triazole-5-carboxamide